N1(N=CN=C1)CCN1CCC2=CC(=C(C=C12)[N+](=O)[O-])C1=CC(=CC=C1)F 1-(2-(1H-1,2,4-triazol-1-yl)ethyl)-5-(3-fluorophenyl)-6-nitroindoline